N,N-bis(N'-Fmoc-3-aminopropyl)-glycine potassium hemisulfate S(=O)(=O)([O-])[O-].[K+].C(=O)(OCC1C2=CC=CC=C2C2=CC=CC=C12)NCCCN(CC(=O)O)CCCNC(=O)OCC1C2=CC=CC=C2C2=CC=CC=C12.C(=O)(OCC1C2=CC=CC=C2C2=CC=CC=C12)NCCCN(CC(=O)O)CCCNC(=O)OCC1C2=CC=CC=C2C2=CC=CC=C12.[K+]